6-(5-(2-((2-((5-methyl-6-oxo-5,6-dihydropyrido[2,3-b]pyrazin-3-yl)oxy)ethyl)amino)ethyl)-2-oxooxazolidin-3-yl)-2H-pyrido[3,2-b][1,4]oxazin-3(4H)-one CN1C(C=CC=2C1=NC(=CN2)OCCNCCC2CN(C(O2)=O)C=2C=CC=1OCC(NC1N2)=O)=O